C=1C=C(N2C=CC=CC12)C1=NC=CC(=C1)C1=NOC(=N1)C(F)(F)F 3-(2-(indolizin-3-yl)pyridin-4-yl)-5-(trifluoromethyl)-1,2,4-oxadiazole